6-(benzo[b]thiophen-5-yl)-N-(5-chloro-1H-indol-3-yl)-3,4-dihydroisoquinoline-2(1H)-Formamide S1C2=C(C=C1)C=C(C=C2)C=2C=C1CCN(CC1=CC2)C(=O)NC2=CNC1=CC=C(C=C21)Cl